N-(8-fluoro-2-methyl-imidazo[1,2-a]pyridin-6-yl)-7-(pyrrolidine-2-carbonylamino)-1H-benzimidazole-4-carboxamide FC=1C=2N(C=C(C1)NC(=O)C1=CC=C(C=3NC=NC31)NC(=O)C3NCCC3)C=C(N2)C